2,4-bis(4,4-difluorocyclohex-1-en-1-yl)-3-nitropyridine FC1(CC=C(CC1)C1=NC=CC(=C1[N+](=O)[O-])C1=CCC(CC1)(F)F)F